[Na+].C(=O)([O-])C1=CC=C(C=C1)C1=C2NC(=C1)C=C1C=CC(=N1)C=C1C=CC(N1)=CC=1C=CC(N1)=C2 (4-carboxyphenyl)porphine, sodium salt